C(CCC)(=O)N1CCC(CC1)N1N=CC(=C1)CNC1=C2C(N(C(C2=CC=C1)=O)C1C(NC(CC1)=O)=O)=O 4-(((1-(1-butyrylpiperidin-4-yl)-1H-pyrazol-4-yl)methyl)amino)-2-(2,6-dioxopiperidin-3-yl)isoindoline-1,3-dione